C(C=C)OC(C(CCN1OCC2C1C(CN2C(=O)OC(C)(C)C)(F)F)(C)F)=O tert-butyl 1-(4-(allyloxy)-3-fluoro-3-methyl-4-oxobutyl)-6,6-difluorotetrahydro-1H-pyrrolo[3,2-c]isoxazole-4(5H)-carboxylate